N-{[3-(4-{[(3R,4R)-1-tert-butyl-3-fluoropiperidin-4-yl]amino}-1-(2,2,2-trifluoroethyl)-1H-indol-2-yl)-1,2,4-oxadiazol-5-yl]methyl}-1-methyl-1H-pyrrole-3-carboxamide C(C)(C)(C)N1C[C@H]([C@@H](CC1)NC1=C2C=C(N(C2=CC=C1)CC(F)(F)F)C1=NOC(=N1)CNC(=O)C1=CN(C=C1)C)F